C1(CCCCC1)N1CC(CC2=CC=CC=C12)NC(C=C)=O N-(1-cyclohexyl-1,2,3,4-tetrahydroquinolin-3-yl)acrylamide